CC=1N=C2N(C=C(C=C2C#N)C2=CC3=C(C=N2)N=C(S3)N(C3CC2CCC(C3)N2C)C)C1 2-methyl-6-(2-{methyl-[(3-exo)-8-methyl-8-azabicyclo[3.2.1]oct-3-yl]amino}[1,3]thiazolo[4,5-c]pyridin-6-yl)imidazo[1,2-a]pyridine-8-carbonitrile